tert-butyl (R)-5-bromo-3-((((3,5-dimethylpyridin-2-yl)methyl)(methyl)amino)methyl)-3,4-dihydroisoquinoline-2(1H)-carboxylate BrC1=C2C[C@@H](N(CC2=CC=C1)C(=O)OC(C)(C)C)CN(C)CC1=NC=C(C=C1C)C